ethyl 1-(4-{[(3,4-dimethyl phenyl) (methyl sulfonyl) amino] methyl} benzoyl)-4-piperidinecarboxylate CC=1C=C(C=CC1C)N(S(=O)(=O)C)CC1=CC=C(C(=O)N2CCC(CC2)C(=O)OCC)C=C1